COC1=NC=CC(=C1)C1=NSC=N1 3-(2-methoxypyridin-4-yl)-1,2,4-thiadiazole